Aluminum Cadmium [Cd].[Al]